4-(2-(5-Chloro-3-hydroxy-2-oxoindolin-3-yl)acetamido)tetrahydro-2H-pyran-4-carboxylic acid methyl ester COC(=O)C1(CCOCC1)NC(CC1(C(NC2=CC=C(C=C12)Cl)=O)O)=O